6-Chloro-3-[[(1R)-1-(3,6-dimethyl-4-oxo-2-phenyl-chromen-8-yl)ethyl]amino]-N-methylsulfonyl-pyridine-2-carboxamide ClC1=CC=C(C(=N1)C(=O)NS(=O)(=O)C)N[C@H](C)C=1C=C(C=C2C(C(=C(OC12)C1=CC=CC=C1)C)=O)C